4-(2-(3-hydroxy-3-methylbutyl)-5-nitro-2H-indazol-6-yl)phenol OC(CCN1N=C2C=C(C(=CC2=C1)[N+](=O)[O-])C1=CC=C(C=C1)O)(C)C